BrC1=C(C=CC=C1)SC1OC(C2=CC=C(C(=C12)F)F)=O 3-((2-bromophenyl)thio)-4,5-difluoroisobenzofuran-1(3H)-one